(S)-4-(6-(4-chlorophenyl)-2-(pyridin-3-yl)pyrimidin-4-yl)-2-(hydroxymethyl)piperazine-1-carboxylic acid tert-butyl ester C(C)(C)(C)OC(=O)N1[C@@H](CN(CC1)C1=NC(=NC(=C1)C1=CC=C(C=C1)Cl)C=1C=NC=CC1)CO